CN1C=NC2=CC=C(C(=C2C1=O)C)OC=1C(=C(C=C(C1F)F)NS(=O)(=O)CCC)F N-(3-((3,5-dimethyl-4-oxo-3,4-dihydroquinazolin-6-yl)oxy)-2,4,5-trifluorophenyl)propane-1-sulfonamide